ClC=1C=CC(=C(C1)CC(=O)NC1=CC(=NC=C1)C(=O)NC1(CCC1)C#N)O 4-[[2-(5-chloro-2-hydroxy-phenyl)acetyl]amino]-N-(1-cyanocyclobutyl)pyridine-2-carboxamide